1-(3-aminopyridin-4-yl)piperidine-4-carbonitrile NC=1C=NC=CC1N1CCC(CC1)C#N